2-benzyl-2-diethylamino-1-(4-morpholinophenyl)-1-butanone C(C1=CC=CC=C1)C(C(=O)C1=CC=C(C=C1)N1CCOCC1)(CC)N(CC)CC